BrC=1C=C(N(N1)C1=NC=CC=C1Cl)C(=O)NC1=C(C2=C(N=CS2)C=C1C(=O)N)C 6-[[5-bromo-2-(3-chloro-2-pyridyl)pyrazole-3-carbonyl]amino]-7-methyl-1,3-benzothiazole-5-carboxamide